perfluoro-n-octyl methacrylate C(C(=C)C)(=O)OC(C(C(C(C(C(C(C(F)(F)F)(F)F)(F)F)(F)F)(F)F)(F)F)(F)F)(F)F